4-((R)-3-((cyclobutylmethyl)amino)piperidin-1-yl)-1-(1-(4-(5-(isopropyl-amino)pyridin-3-yl)-1H-1,2,3-triazol-1-yl)ethyl)pyridin-2(1H)-one C1(CCC1)CN[C@H]1CN(CCC1)C1=CC(N(C=C1)C(C)N1N=NC(=C1)C=1C=NC=C(C1)NC(C)C)=O